C(C)N1CCN(CC1)CCCS(=O)(=O)N1C[C@H]([C@H](CC1)NC1=NC=C(C(=N1)C=1C=NN(C1)CC(C)(O)C)C(F)(F)F)F 1-(4-(2-(((3R,4s)-1-((3-(4-Ethylpiperazin-1-yl)propyl)sulfonyl)-3-fluoropiperidin-4-yl)amino)-5-(trifluoromethyl)pyrimidin-4-yl)-1H-pyrazol-1-yl)-2-methylpropan-2-ol